(R)-3-(2-(Benzyloxy)-4-fluorophenyl)-4-methyl-4,5-dihydro-1H-pyrazole-1-carboximidamide hydrochloride Cl.C(C1=CC=CC=C1)OC1=C(C=CC(=C1)F)C1=NN(C[C@H]1C)C(N)=N